(1R,5S,6r)-6-(6-((4-Chloro-2-fluorobenzyl)oxy)-3-fluoropyridin-2-yl)-3-azabicyclo[3.1.0]hexane HCl Cl.ClC1=CC(=C(COC2=CC=C(C(=N2)C2[C@H]3CNC[C@@H]23)F)C=C1)F